(S)-3-((6-amino-3-methoxy-4-methylpyridin-2-yl)oxy)pyrrolidine-1-carboxylic acid tert-butyl ester C(C)(C)(C)OC(=O)N1C[C@H](CC1)OC1=NC(=CC(=C1OC)C)N